5-(cyclopropylmethyl)-2,3-dihydro-1H-inden-4-amine C1(CC1)CC1=C(C=2CCCC2C=C1)N